(R,R)-N-(8,9-difluoro-4-hydroxy-6-oxo-1,2,3,4,5,6-hexahydrophenanthridin-1-yl)-5,6-difluoro-N-methyl-1H-indole-2-carboxamide FC=1C=C2C(NC=3[C@@H](CC[C@H](C3C2=CC1F)N(C(=O)C=1NC2=CC(=C(C=C2C1)F)F)C)O)=O